C(C)C1=NC=2N(C(=C1I)N)N=CN2 5-ethyl-6-iodo-[1,2,4]triazolo[1,5-a]pyrimidin-7-amine